5-methyl-4-(3-nitrophenyl)-1H-1,2,3-triazole CC1=C(N=NN1)C1=CC(=CC=C1)[N+](=O)[O-]